[(3S)-3-(4H-1,2,4-triazol-3-yl)pyrrolidin-1-yl]methanone N=1N=C(NC1)[C@@H]1CN(CC1)C=O